C(C)(C)(C)OC(NC1CC(NC2=C(C1)C=C(C=C2)Br)=O)=O (7-bromo-2-oxo-2,3,4,5-tetrahydro-1H-1-benzazepin-4-yl)carbamic acid tert-butyl ester